O=C1NCCCCC1NC(=O)C1=C(C=CC=C1)NC(OC(C)(C)C)=O tert-butyl (2-((2-oxoazepan-3-yl)carbamoyl)phenyl)carbamate